tert-butyl (S)-3-(4-(methoxycarbonyl)-2-(piperidin-1-yl)phenoxy)pyrrolidine-1-carboxylate COC(=O)C1=CC(=C(O[C@@H]2CN(CC2)C(=O)OC(C)(C)C)C=C1)N1CCCCC1